(S)-1-(4-bromobenzyl)-3-(ethoxymethyl)-3-phenethylpyrrolidine BrC1=CC=C(CN2C[C@@](CC2)(CCC2=CC=CC=C2)COCC)C=C1